2,4,5-tri(4-acetamidophenyl)-1H-imidazole hydrochloride Cl.C(C)(=O)NC1=CC=C(C=C1)C=1NC(=C(N1)C1=CC=C(C=C1)NC(C)=O)C1=CC=C(C=C1)NC(C)=O